4-(5-((2-((3-Carbamoylbenzyl)amino)-2-oxoethyl)thio)-1H-tetrazol-1-yl)-3-cyclopropylbenzoic acid C(N)(=O)C=1C=C(CNC(CSC2=NN=NN2C2=C(C=C(C(=O)O)C=C2)C2CC2)=O)C=CC1